2-(4-methoxy-6-(1-methylcyclopropyl)pyrimidin-5-yl)-4-((2-(trimethylsilyl)ethoxy)methyl)-6,7-dihydropyrazolo[1,5-a]pyrimidin-5(4H)-one COC1=NC=NC(=C1C1=NN2C(N(C(CC2)=O)COCC[Si](C)(C)C)=C1)C1(CC1)C